CC1=C(C(=CC=C1)C)NC(=O)C1=NC=CC(=C1)O N-(2,6-dimethylphenyl)-4-hydroxypyridine-amide